(S)-N-(2-Chloro-6-fluorophenyl)-4-(1-cyclopropyl-3-(hydroxymethyl)-1H-pyrazol-5-yl)-5-fluoro-2-((1,1,1-trifluoropropan-2-yl)oxy)benzamide ClC1=C(C(=CC=C1)F)NC(C1=C(C=C(C(=C1)F)C1=CC(=NN1C1CC1)CO)O[C@H](C(F)(F)F)C)=O